NN(C(OC(C)(C)C)=O)C1=CC(=CC=C1)S(N(C)C1=CC2=C(OCO2)C=C1)(=O)=O tert-Butyl N-amino-N-[3-[1,3-benzodioxol-5-yl (methyl) sulfamoyl]phenyl]carbamate